CN1CCN(CC1)C1=CC=C(C=C1)C1=NNC=2C1=NNC(C2)=O 3-(4-(4-methylpiperazin-1-yl)phenyl)-1H-pyrazolo[4,3-c]pyridazin-6(5H)-on